BrC1=CC=CC(=N1)OCC1=C(C=C(C=C1)C#N)CCCOC1=C(C=C(C(=C1)B1OC(C(O1)(C)C)(C)C)C)CC(=O)OC methyl 2-[2-[3-[2-[(6-bromo-2-pyridyl)oxymethyl]-5-cyano-phenyl]propoxy]-5-methyl-4-(4,4,5,5-tetramethyl-1,3,2-dioxaborolan-2-yl)phenyl]acetate